C(C1=CN=CC=C1)(=O)N Anti-nicotinamide